rac-2-((6S,7R)-2-acetyl-6-methyl-2-azaspiro[3.5]nonan-7-yl)-N-(imidazo[1,2-b]pyridazin-3-yl)-6-methoxy-2H-indazole-5-carboxamide C(C)(=O)N1CC2(C1)C[C@@H]([C@@H](CC2)N2N=C1C=C(C(=CC1=C2)C(=O)NC2=CN=C1N2N=CC=C1)OC)C |r|